FC1(CCC(CC1)(O)C1=C2C(=NC(=C1)N1[C@@H](COCC1)C)C(=NS2)C2=CC(=NN2)C)F 4,4-difluoro-1-[3-(3-methyl-1H-pyrazol-5-yl)-5-[(3R)-3-methylmorpholin-4-yl]-[1,2]thiazolo[4,5-b]pyridin-7-yl]cyclohexan-1-ol